COC1=C(CNC(C(=O)OC)=O)C(=CC=C1)OC methyl 2-((2,6-dimethoxybenzyl) amino)-2-oxoacetate